Ditridecyl 3,3'-thiobispropionate S(CCC(=O)OCCCCCCCCCCCCC)CCC(=O)OCCCCCCCCCCCCC